bis(diphenyl-phosphino)(cyclohexyl)amine C1(=CC=CC=C1)P(C1=CC=CC=C1)N(C1CCCCC1)P(C1=CC=CC=C1)C1=CC=CC=C1